OCCCCCC/C=C/CCCCCCCC(=O)OCC ethyl (E)-16-hydroxyhexadec-9-enoate